6-((5-chloro-1-methyl-3-(5-methylisoxazol-3-yl)-1H-pyrazol-4-yl)methyl)-N-(3,3-dimethylbutyl)-6-azaspiro[3.4]octan-2-amine ClC1=C(C(=NN1C)C1=NOC(=C1)C)CN1CC2(CC(C2)NCCC(C)(C)C)CC1